(3S,4R)-3-((S)-8-Fluoro-5H-imidazo[5,1-a]isoindol-5-yl)-1-(methylsulfonyl)piperidin-4-ol FC1=CC=C2[C@@H](N3C(C2=C1)=CN=C3)[C@@H]3CN(CC[C@H]3O)S(=O)(=O)C